1,3-dihydroxypropane OCCCO